(S)-N-(6-cyano-1-cyclobutyl-1H-benzo[d]imidazol-2-yl)-3-hydroxy-3-(pyridin-2-yl)butanamide C(#N)C=1C=CC2=C(N(C(=N2)NC(C[C@@](C)(C2=NC=CC=C2)O)=O)C2CCC2)C1